4-bromo-2-fluoro-6-iodobenzoic acid BrC1=CC(=C(C(=O)O)C(=C1)I)F